C1(CC1)N1N=C(C(=C1)OC1=CC(=NC=C1)NC1=CC(=NC=C1)C1(COC1)F)C1CCOCC1 4-((1-cyclopropyl-3-(tetrahydro-2H-pyran-4-yl)-1H-pyrazol-4-yl)oxy)-N-(2-(3-fluorooxetan-3-yl)pyridin-4-yl)pyridin-2-amine